ClC1=C(C=CC=C1)[C@H]1[C@](O1)(C1=C(C=C(C=C1)F)F)CN1N=CNC1=S 2-{[(2S,3S)-3-(2-chlorophenyl)-2-(2,4-difluorophenyl)oxiran-2-yl]methyl}-2,4-dihydro-3H-1,2,4-triazol-3-thione